OCC1=CC=C(CNC(=O)NC=2SC=C(N2)C(C)(C)C2=CC=C(C=C2)OC)C=C1 1-(4-(hydroxymethyl)benzyl)-3-(4-(2-(4-methoxyphenyl)propan-2-yl)thiazol-2-yl)urea